OC1C(CCCC1C1=CC(=C(C=C1/C=C/C(=O)N)O)O)C1=CC(=C(C=C1/C=C/C(=O)N)O)O 2-hydroxycyclohexane-1,3-dicaffeamide